C1(=CC=CC=C1)S(=O)(=O)OC=1C=C(C=CC1CCC)NC(=O)NC1=CC(=C(C=C1)CCC)OS(=O)(=O)C1=CC=CC=C1 N,N'-bis-[3-(phenylsulfonyloxy)-4-propyl-phenyl]urea